5-chloro-3-methylthieno[3,2-b]thiophene-2-carboxylic acid ClC1=CC=2SC(=C(C2S1)C)C(=O)O